FC=1C=C(CC=2C=NN(C2)C(=O)N[C@@H]2C(N(C3=C(OC2)C=CC(=C3)OCC#CC3(CCCCC3)O)C)=O)C=CC1 (S)-4-(3-fluorobenzyl)-N-(7-((3-(1-hydroxycyclohexyl)prop-2-yn-1-yl)oxy)-5-methyl-4-oxo-2,3,4,5-tetrahydrobenzo[b][1,4]oxazepin-3-yl)-1H-pyrazole-1-carboxamide